N1C(=NC2=C1C=CC=C2)CCNNC(=S)NC2=C(C=CC=C2)Cl 1-[2-(1H-benzimidazole-2-yl)ethylamino]-3-(2-chlorophenyl)thiourea